ClCC1(CN(C1)C=1C2=C(N=C(N1)Cl)C(=C(N=C2)Cl)F)CO (3-(chloromethyl)-1-(2,7-dichloro-8-fluoropyrido[4,3-d]pyrimidin-4-yl)azetidin-3-yl)methanol